[Si](C)(C)(C(C)(C)C)OCCCC(CCN1CCN(CCC1)C(=O)OC(C)(C)C)O tert-butyl 4-(6-((tert-butyldimethylsilyl)oxy)-3-hydroxyhexyl)-1,4-diazepane-1-carboxylate